(2-(trifluoromethyl)phenyl)butane FC(C1=C(C=CC=C1)CCCC)(F)F